NC=1N=NC(=CC1N1CC2CCC(C1)N2C2=CC(=NC=C2)C#CCN2C(COCC2)C(=O)NC)C2=C(C=CC=C2)O 4-[3-[4-[3-[3-amino-6-(2-hydroxyphenyl)pyridazin-4-yl]-3,8-diazabicyclo[3.2.1]octan-8-yl]-2-pyridyl]prop-2-ynyl]-N-methyl-morpholine-3-carboxamide